C1(CCCC1)OC(O)=O.ClC=1C=C(CC=2C=CC(=NC2)C(=O)NC2=NN(C(C=C2)=O)C)C=CC1 5-(3-chlorobenzyl)-N-(1-methyl-6-oxo-1,6-dihydropyridazin-3-yl)picolinamide cyclopentylcarbonate